ClC=1C(=CC(=C(C1)NC(CC1CN(C1)C1=CC(=C(C(=C1)F)C1C(NC(CC1)=O)=O)F)=O)F)C N-(5-chloro-2-fluoro-4-methylphenyl)-2-(1-(4-(2,6-dioxopiperidin-3-yl)-3,5-difluorophenyl)azetidin-3-yl)acetamide